tert-butyl 3-amino-1-piperidinecarboxylate NC1CN(CCC1)C(=O)OC(C)(C)C